2-[[(2R)-2-[bis(carboxymethyl)amino]-3-[(4,4-diphenylcyclohexyl)oxy-hydroxyphosphoryl]oxypropyl]-[2-[bis(carboxymethyl)amino]ethyl]amino]acetic acid C(=O)(O)CN([C@H](CN(CC(=O)O)CCN(CC(=O)O)CC(=O)O)COP(=O)(O)OC1CCC(CC1)(C1=CC=CC=C1)C1=CC=CC=C1)CC(=O)O